methyl 9-(4-aminophenyl)-6,7-dihydro-5H-benzo[7]annulene-3-carboxylate NC1=CC=C(C=C1)C1=CCCCC2=C1C=CC(=C2)C(=O)OC